(2S)-2-(tert-butoxycarbonylamino)-3,3-diphenyl-propionic acid C(C)(C)(C)OC(=O)N[C@H](C(=O)O)C(C1=CC=CC=C1)C1=CC=CC=C1